Isopropyl (R)-3-(2-(6-((5-acrylamido-4-(4-allylpiperazin-1-yl)-2-methoxyphenyl)amino)pyrimidine-4-yl)isooxazolidin-3-yl)benzoate C(C=C)(=O)NC=1C(=CC(=C(C1)NC1=CC(=NC=N1)N1OCC[C@@H]1C=1C=C(C(=O)OC(C)C)C=CC1)OC)N1CCN(CC1)CC=C